C(#N)C=1C(=C(C=C(C1)C(C)C)CC(=O)OC)OC methyl 2-(3-cyano-5-isopropyl-2-methoxyphenyl)acetate